N1C=C(C2=CC=CC=C12)CCN(CC(F)(F)F)CC(F)(F)F N-(2-(1H-indol-3-yl)ethyl)-2,2,2-trifluoro-N-(2,2,2-trifluoroethyl)ethan-1-amine